4-(6-(((1R,3s,5S)-1,5-dimethyl-8-azabicyclo[3.2.1]octan-3-yl(methyl)amino)pyridazin-3-yl)-3-hydroxyphenyl)-1H-pyrrole-3-carbonitrile C[C@]12CC(C[C@](CC1)(N2)C)N(C)C2=C(N=NC=C2)C2=CC=C(C=C2C=2C(=CNC2)C#N)O